CC1(CC=2C(=CN=C(C2)C=2N=C(SC2)NC2=NC=C(C=C2N(C(C)=O)C)C(F)(F)F)O1)C N-(2-(4-(2,2-dimethyl-2,3-dihydrofuro[2,3-c]pyridin-5-yl)thiazol-2-ylamino)-5-(trifluoromethyl)pyridin-3-yl)-N-methylacetamide